[Si]1([SiH2][SiH2]O1)=O trisilanolide